(3R)-3-({2-[2-fluoro-4-(methylsulfanyl)phenyl][1,2,4]triazolo[1,5-c]quinazolin-5-yl}amino)azepin-2-one FC1=C(C=CC(=C1)SC)C1=NN2C(=NC=3C=CC=CC3C2=N1)NC=1C(N=CC=CC1)=O